3-(4-bromo-1H-indol-3-yl)-2-hydroxypropionic acid BrC1=C2C(=CNC2=CC=C1)CC(C(=O)O)O